NC1=CC=2N(C=C1)N=C(C2)C2CCC(CC2)CO [4-(5-Aminopyrazolo[1,5-a]pyridin-2-yl)cyclohexyl]methanol